4-(benzo[b]thiophen-4-yl)-1-(cyclohexanecarbonyloxy-methyl)-1-(4-(2-oxo-1,2-dihydroquinolin-7-yloxy)butyl)piperazin-1-ium iodide [I-].S1C2=C(C=C1)C(=CC=C2)N2CC[N+](CC2)(CCCCOC2=CC=C1C=CC(NC1=C2)=O)COC(=O)C2CCCCC2